4-(5-cyano-2-methoxyphenyl)-N-(5-(3-(difluoromethoxy)cyclobutane-1-carbonyl)-4,5,6,7-tetrahydrothiazolo[5,4-c]pyridin-2-yl)-6-methylnicotinamide C(#N)C=1C=CC(=C(C1)C1=CC(=NC=C1C(=O)NC=1SC=2CN(CCC2N1)C(=O)C1CC(C1)OC(F)F)C)OC